cyclopropyl L-alaninate N[C@@H](C)C(=O)OC1CC1